methyl 6-bromo-3-methoxy-1,3-dimethyl-2-oxo-indoline-5-carboxylate BrC1=C(C=C2C(C(N(C2=C1)C)=O)(C)OC)C(=O)OC